NC=1N=C(C2=C(N1)N(C(=C2)C(=O)N(C)C)C2CCCC2)N2CCOCC2 2-amino-7-cyclopentyl-N,N-dimethyl-4-morpholinyl-7H-pyrrolo[2,3-d]pyrimidine-6-carboxamide